4-(4-carbamimidoyl-piperazin-1-yl)-N-[4-(1-carbamimidoyl-1,2,3,6-tetrahydro-pyridin-4-yl)-3-methoxy-phenyl]-3-fluoro-benzamide C(N)(=N)N1CCN(CC1)C1=C(C=C(C(=O)NC2=CC(=C(C=C2)C=2CCN(CC2)C(N)=N)OC)C=C1)F